O[C@@H]1CN(CCC1=O)C(=O)OC(C)(C)C tert-butyl (3R)-3-hydroxy-4-oxopiperidine-1-carboxylate